C(C1=CC=CC=C1)N1N=C2C(N(CCC2=C1Cl)[C@@H]1C(N(C2=C3CCN(CC3=CC=C2OC1)S(=O)(=O)N(C)C)C)=O)=O (S)-3-(2-benzyl-3-chloro-7-oxo-2,4,5,7-tetrahydro-6H-pyrazolo[3,4-c]pyridin-6-yl)-N,N,1-trimethyl-2-oxo-1,2,3,4,10,11-hexahydro-[1,4]oxazepino[3,2-f]isoquinoline-9(8H)-sulfonamide